4,4'-[(3-hydroxyphenyl)methylene]bis(2,6-dimethylphenol) OC=1C=C(C=CC1)C(C1=CC(=C(C(=C1)C)O)C)C1=CC(=C(C(=C1)C)O)C